C(C)(=O)N1CCN(CC1)CCOC1=C(C=CC(=C1)Br)C=1OC2=C(C=CC=C2C(C1)=O)Cl 2-[2-[2-(4-acetylpiperazin-1-yl)ethoxy]-4-bromo-phenyl]-8-chloro-chromen-4-one